p-hydroxytetradecyl-benzoic acid OCCCCCCCCCCCCCCC1=CC=C(C(=O)O)C=C1